CN1N=CC(=C1)C=1N=C(C=2N(C1)N=CC2)O[C@H]2C[C@H](CC2)NC(C=C)=O N-((1S,3R)-3-((6-(1-methyl-1H-pyrazol-4-yl)pyrazolo[1,5-a]pyrazin-4-yl)oxy)cyclopentyl)acrylamide